OC=1C=C(C(=O)OC=2C=C(C(=O)C3=CC=CC=C3)C=C(C2O)O)C=C(C1O)OC(C1=CC(=C(C(=C1)O)O)O)=O (3-((3,4-dihydroxy-5-((3,4,5-trihydroxybenzoyl)oxy)benzoyl)oxy)-4,5-dihydroxybenzoyl)benzene